3-(R)-(2,2-difluoroethyl)pyrrolidine hydrochloride Cl.FC(C[C@@H]1CNCC1)F